1-(4-fluoro-3-(3-(1-methyl-1H-pyrazol-4-yl)-1H-pyrazolo[3,4-c]pyridin-5-yl)-2-(trifluoromethyl)phenyl)-N-methylmethanamine FC1=C(C(=C(C=C1)CNC)C(F)(F)F)C=1C=C2C(=CN1)NN=C2C=2C=NN(C2)C